dihydroxybenzoic acid anion OC=1C(=C(C(=O)[O-])C=CC1)O